C(C)OC(CNC1=NC(=NN2C1=NC=C2C(F)(F)F)N2CCOCC2)=O N-[2-(morpholin-4-yl)-7-(trifluoromethyl)imidazo[2,1-f][1,2,4]triazin-4-yl]glycine ethyl ester